Benzyl (2S,5S)-2-(methoxy(methyl)carbamoyl)-5-propylpyrrolidine-1-carboxylate CON(C(=O)[C@H]1N([C@H](CC1)CCC)C(=O)OCC1=CC=CC=C1)C